mono-2-ethylhexyl ether acrylate C(C=C)(=O)O.C(C)C(COCC(CCCC)CC)CCCC